(R)-N-(4-cyano-5-(3-hydroxy-2,6-dimethylphenyl)-1H-pyrrolo[2,3-b]pyridin-2-yl)-1H-pyrazole-3-carboxamide C(#N)C1=C2C(=NC=C1C1=C(C(=CC=C1C)O)C)NC(=C2)NC(=O)C2=NNC=C2